CON1C=NC2=C1C=CC=C2 methoxy-1H-benzimidazol